(2S,3R,4R,5S)-1-(4-butoxy-2,6-difluorophenethyl)-2-(hydroxymethyl)piperidine-3,4,5-triyl tribenzoate C(C1=CC=CC=C1)(=O)O[C@@H]1[C@@H](N(C[C@@H]([C@H]1OC(C1=CC=CC=C1)=O)OC(C1=CC=CC=C1)=O)CCC1=C(C=C(C=C1F)OCCCC)F)CO